C1(=CC=CC=C1)N1C2=CC=CC=C2C=2C=C(C=CC12)C1=CC=C(C=C1)NC1=CC=C(C=2C(C3=CC=CC=C3C12)(C)C)C1=CC=2C(C3=CC=CC=C3C2C=C1)(C)C N-[4-(9-phenyl-9H-carbazol-3-yl)phenyl]-(9,9-dimethyl-9H-fluoren-2-yl)-9,9-dimethyl-9H-fluoren-4-amine